C1N(CCC2=CC=CC=C12)[C@H]1[C@@H](CN(CC1)C(=O)C1=CC(=NC=N1)NC1CCN(CC1)C(/C(/C)=N/OC)=O)O (E)-1-(4-((6-((3R,4R)-4-(3,4-dihydroisoquinolin-2(1H)-yl)-3-Hydroxypiperidine-1-carbonyl)pyrimidin-4-yl)amino)piperidin-1-yl)-2-(methoxyimino)propan-1-one